(2-bromoethyl) phosphinate [PH2](OCCBr)=O